CN1CCN(CC1)C1=CC=C(C=C1)C(/C=C/C1=CC=C(C=C1)/C=C/C(=O)O)=O (E)-3-[4-[(E)-3-[4-(4-Methylpiperazin-1-yl)phenyl]-3-oxoprop-1-enyl]phenyl]prop-2-enoic acid